ClC1=CC(=C(C=C1)C1=CC=C(C=N1)[C@H](CN)F)OC=1N(N=C(C1)C1=NC=CC=C1)C (2R)-2-[6-[4-chloro-2-(2-methyl-5-pyridin-2-ylpyrazol-3-yl)oxyphenyl]pyridin-3-yl]-2-fluoroethanamine